(E)-1-styryl-7,8-dimethylquinoline C(=C\C1=CC=CC=C1)/N1CC=CC2=CC=C(C(=C12)C)C